4-(4-((4-([1,2,4]triazolo[1,5-a]pyridin-7-yloxy)-3-methylphenyl)amino)-7-methoxypyrido[3,2-d]pyrimidin-6-yl)-3,6-dihydropyridine-1(2H)-carboxylic acid tert-butyl ester C(C)(C)(C)OC(=O)N1CCC(=CC1)C=1C(=CC=2N=CN=C(C2N1)NC1=CC(=C(C=C1)OC1=CC=2N(C=C1)N=CN2)C)OC